Cl.N[C@@H](C(=O)OC)CC1=CC=CC=C1 methyl (2R)-2-amino-3-phenylpropanoate hydrochloride